ClC=1C=NC(=C(C(=O)NC2CCC(CC2)CN2C(N(C3=C2C=CC(=C3)F)C=3C=NC(=CC3)NC)=O)C1)C(F)F 5-chloro-2-(difluoromethyl)-N-((1r,4r)-4-((5-fluoro-3-(6-(methylamino)pyridin-3-yl)-2-oxo-2,3-dihydro-1H-benzo[d]imidazol-1-yl)methyl)cyclohexyl)nicotinamide